6-bromo-1-methyl-4-[4-methyl-4-(5-methyl-1,3-benzoxazol-2-yl)piperidin-1-yl]-2-oxo-1,2-dihydroquinoline-3-carboxamide BrC=1C=C2C(=C(C(N(C2=CC1)C)=O)C(=O)N)N1CCC(CC1)(C=1OC2=C(N1)C=C(C=C2)C)C